CC([C@@H](C(=O)N1[C@@H](C[C@H](C1)OP(=O)(O)O)C(=O)O)NC(=O)OC1=CC=CC=C1)(C)C (2S,4R)-1-((S)-3,3-dimethyl-2-((phenoxycarbonyl)amino)butanoyl)-4-(phosphonooxy)pyrrolidine-2-carboxylic acid